butyl ((7-(difluoromethyl)-2-(3-((1s,3s)-3-methoxy-1-(4-methyl-4H-1,2,4-triazol-3-yl)cyclobutyl)phenyl)-3-oxoisoindolin-5-yl)methyl)(1-methylcyclobutyl)carbamate FC(C=1C=C(C=C2C(N(CC12)C1=CC(=CC=C1)C1(CC(C1)OC)C1=NN=CN1C)=O)CN(C(OCCCC)=O)C1(CCC1)C)F